4-isobutoxybenzyl (4-nitrophenyl) carbonate C(OCC1=CC=C(C=C1)OCC(C)C)(OC1=CC=C(C=C1)[N+](=O)[O-])=O